BrC=1C=C2CN(C(C2=CC1)C(NC1=CC=C(C=C1)C(C(F)(F)F)(C(F)(F)F)O)=O)C(=O)OC(C)(C)C tert-Butyl 5-bromo-1-(4-(1,1,1,3,3,3-hexafluoro-2-hydroxypropan-2-yl)phenylcarbamoyl)isoindoline-2-carboxylate